tris-(1,3-dichloro-2-propyl)phosphate ClCC(CCl)OP(=O)(OC(CCl)CCl)OC(CCl)CCl